ClC=1C=C2C(=CC(=NC2=CC1)C(F)(F)F)NC1CCC(CC1)NC(C1=CC(=CC=C1)SC(F)(F)F)=O N-[(1s,4s)-4-{[6-chloro-2-(trifluoromethyl)quinolin-4-yl]amino}cyclohexyl]-3-[(trifluoromethyl)sulfanyl]benzamide